1-eicosanoyl-2-(7Z,10Z,13Z,16Z-docosatetraenoyl)-glycero-3-phosphocholine CCCCCCCCCCCCCCCCCCCC(=O)OC[C@H](COP(=O)([O-])OCC[N+](C)(C)C)OC(=O)CCCCC/C=C\C/C=C\C/C=C\C/C=C\CCCCC